2-[6-amino-1-[(3-methyl-4-nitro-phenyl)methyl]pyrazolo[3,4-d]pyrimidin-4-yl]pyridine-4-carbonitrile NC1=NC(=C2C(=N1)N(N=C2)CC2=CC(=C(C=C2)[N+](=O)[O-])C)C2=NC=CC(=C2)C#N